Dipentyl ((4-nitrophenoxy)(phenoxy)phosphoryl)-L-aspartate [N+](=O)([O-])C1=CC=C(OP(=O)(OC2=CC=CC=C2)N[C@@H](CC(=O)OCCCCC)C(=O)OCCCCC)C=C1